C(C)(=O)OCC(=CC(=O)OC(C)(C)C)COC(C)=O tert-butyl 4-acetoxy-3-(acetoxymethyl)but-2-enoate